(S)-(4-(6-methylbenzo[d]oxazol-2-yl)-6,7-dihydro-1H-imidazo[4,5-c]pyridin-5(4H)-yl)(4-(trifluoromethyl)oxazol-5-yl)methanone CC1=CC2=C(N=C(O2)[C@H]2N(CCC3=C2N=CN3)C(=O)C3=C(N=CO3)C(F)(F)F)C=C1